[Ca].C(CCCCCCCCCCCCCCCCC)(=O)C(C(=O)O)(O)C stearoyl-lactic acid calcium